CC=1C=C(OCC(=O)O)C=CC1C 2-(3,4-dimethylphenoxy)acetic acid